O=S1(C(CCC1)CC1=C2C=CNC2=CC(=C1OC=1C=CC(=C(C#N)C1)F)F)=O 5-((4-((1,1-Dioxidotetrahydrothiophen-2-yl)methyl)-6-fluoro-1H-indol-5-yl)oxy)-2-fluorobenzonitrile